3-fluoro-1-methyl-5-(4,4,5,5-tetramethyl-1,3,2-dioxaborolan-2-yl)-1H-pyrazolo[3,4-b]pyridine FC1=NN(C2=NC=C(C=C21)B2OC(C(O2)(C)C)(C)C)C